N-(1-methyl-1H-indazol-7-yl)-6-(3-methyl-2-oxoimidazolidin-1-yl)pyridine-3-sulfonamide CN1N=CC2=CC=CC(=C12)NS(=O)(=O)C=1C=NC(=CC1)N1C(N(CC1)C)=O